5-(3-isopropyl-5-(piperidin-4-yl)-1H-indol-2-yl)-1-methyl-3-(trifluoromethyl)pyridin-2(1H)-one C(C)(C)C1=C(NC2=CC=C(C=C12)C1CCNCC1)C=1C=C(C(N(C1)C)=O)C(F)(F)F